3-methylpyrido[3,4-d][1,2,4]triazolo[4,3-b]pyridazine CC1=NN=C2N1N=CC1=C2C=NC=C1